tert-butyl 4-(8-acetyl-3,6-dimethyl-4-oxo-chromen-2-yl)piperazine-1-carboxylate C(C)(=O)C=1C=C(C=C2C(C(=C(OC12)N1CCN(CC1)C(=O)OC(C)(C)C)C)=O)C